1',5'-dimethyl-5',6'-dihydrospiro[cyclopentane-1,7'-pyrrolo[3,2-c]pyridin]-4'(1'h)-one CN1C=CC=2C(N(CC3(C21)CCCC3)C)=O